methyl 6-hydroxy-10-(1-methyl-1H-1,2,3-triazol-4-yl)-[1,2,4]triazolo[5,1-a]isoquinoline-5-carboxylate OC1=C(N2C(C3=C(C=CC=C13)C=1N=NN(C1)C)=NC=N2)C(=O)OC